C(C)(C)(C)C1=CC(=NC=C1)N1N=CC=C1 4-t-butyl-2-(1H-pyrazol-1-yl)pyridine